6-quinolyl-alanine N1=CC=CC2=CC(=CC=C12)N[C@@H](C)C(=O)O